[Na].C(C(O)CC(=O)O)(=O)O DL-malic acid sodium